C(C(O)C)(=O)O.O1OON=C1 Trioxazole lactate